C1(CC1)C(=O)C=1N=C2N(N1)[C@@H](C[C@@]2(F)[2H])C2=CC=CC=C2 cyclopropyl-[cis-7-deutero-7-fluoro-5-phenyl-5,6-dihydropyrrolo[1,2-b][1,2,4]triazol-2-yl]methanone